N-(4-acetamidophenyl)-2-amino-5-(1H-indazol-5-yl)nicotinamide tert-butyl-(R)-3-((4-chlorophthalazin-1-yl)amino)piperidine-1-carboxylate C(C)(C)(C)OC(=O)N1C[C@@H](CCC1)NC1=NN=C(C2=CC=CC=C12)Cl.C(C)(=O)NC1=CC=C(C=C1)NC(C1=C(N=CC(=C1)C=1C=C2C=NNC2=CC1)N)=O